ClC1=CC2=C(C=N1)COC2(C(F)(F)F)C 6-chloro-1-methyl-1-(trifluoromethyl)-1,3-dihydrofuro[3,4-c]pyridine